6-Methyl-1,2,3-oxathiazin-4(3H)-one-2,2-dioxide potassium salt [K].CC1=CC(NS(O1)(=O)=O)=O